[O-]C(=O)C(O)C(O)C(=O)O.[K+] Potassium bitartrate salt